cyclopropan-1-carboxylic acid C1(CC1)C(=O)O